C(C)(C)(C)OC(=O)N1CC(C1)N1N=CC(=C1C)C=1C=C(C=2N(C1)N=CC2C#N)OC 3-[4-(3-cyano-4-methoxy-pyrazolo[1,5-a]pyridin-6-yl)-5-methyl-pyrazol-1-yl]azetidine-1-carboxylic acid tert-butyl ester